NC=1C(NC2=CC(=C(C=C2C1C1=C2C=NNC2=C(C=C1)Cl)OC1CC(C1)C#N)Cl)=O (1r,3r)-3-[[3-amino-7-chloro-4-(7-chloro-1H-indazol-4-yl)-2-oxo-1H-quinolin-6-yl]oxy]cyclobutane-1-carbonitrile